Ethyl (1S,4s)-4-(5-(((1S,2R,3S,4R)-3-((3-cyano-5-(trifluoromethyl)phenyl)carbamoyl)bicyclo[2.2.1]heptan-2-yl)carbamoyl)-2-fluoro-4-methoxyphenoxy)cyclohexane-1-carboxylate C(#N)C=1C=C(C=C(C1)C(F)(F)F)NC(=O)[C@@H]1[C@@H]([C@H]2CC[C@@H]1C2)NC(=O)C=2C(=CC(=C(OC1CCC(CC1)C(=O)OCC)C2)F)OC